2-(tert-butylamino)-5,6-dihydro-4H-naphthalene C(C)(C)(C)NC1=CC=2C=CCCC2CC1